but-2-enamide TFA salt OC(=O)C(F)(F)F.C(C=CC)(=O)N